OCC(C1=CC(=CC=C1)OCC(F)(F)F)NC(=O)NC1CC2(C1)CCC2 1-{2-hydroxy-1-[3-(2,2,2-trifluoro-ethoxy)-phenyl]-ethyl}-3-spiro[3.3]hept-2-yl-urea